NC=1N=C(SC1C(C1=CC(=C(C=C1)Cl)C(F)(F)F)=O)N(C1=CC=C(C=C1)F)C(C(=O)N)C (N-[4-Amino-5-[4-chloro-3-(trifluoromethyl)benzoyl]thiazol-2-yl]-4-fluoroanilino)propanamid